3-(pyridin-2-yl)-3,8-diazabicyclo[3.2.1]octane N1=C(C=CC=C1)N1CC2CCC(C1)N2